F[C@H]1[C@@H]2CCC(C[C@H]1N(C=1N=CC(=NC1)C1=C(C=3N(C=C1)C=CN3)O)C)N2 7-(5-{[(1S,2S,3R)-2-fluoro-8-azabicyclo[3.2.1]octan-3-yl](methyl)amino}pyrazin-2-yl)imidazo[1,2-a]pyridin-8-ol